C(C)(C)(C)OC(=O)N1C2CC(CC1CC2)CN 3-(Aminomethyl)-8-azabicyclo[3.2.1]octane-8-carboxylic acid tert-butyl ester